C1(=CC=CC=C1)C(C=C)(O)C1=CC=C(C=C1)C(F)(F)F 1-phenyl-1-(4-trifluoromethylphenyl)-2-propen-1-ol